tert-butyl (1S,4S)-5-(8-(benzyloxy)-7-bromo-6-cyclopropyl-2-((S)-2-methoxypropoxy)quinazolin-4-yl)-2,5-diazabicyclo[2.2.1]heptane-2-carboxylate C(C1=CC=CC=C1)OC=1C(=C(C=C2C(=NC(=NC12)OC[C@H](C)OC)N1[C@@H]2CN([C@H](C1)C2)C(=O)OC(C)(C)C)C2CC2)Br